5-benzylsulfanyl-7-chloro-pyrazolo[1,5-a]pyridine C(C1=CC=CC=C1)SC1=CC=2N(C(=C1)Cl)N=CC2